(R)-tetrahydrofuran-3-yl methanesulfonate CS(=O)(=O)O[C@H]1COCC1